1-[2-cyano-4-(trifluoromethyl)phenyl]-4-[6-(2-methoxyphenyl)pyridin-3-yl]-N-{[(3S)-4-methylmorpholin-3-yl]methyl}piperidine-4-carboxamide C(#N)C1=C(C=CC(=C1)C(F)(F)F)N1CCC(CC1)(C(=O)NC[C@@H]1N(CCOC1)C)C=1C=NC(=CC1)C1=C(C=CC=C1)OC